FC1=C(C(=CC(=C1)N1C[C@](CCC1)(CCC1=CC(=CC=C1)C(F)(F)F)N([C@H]1COCC1)C)F)S(=O)(=O)NC1=NC=NC=C1 2,6-Difluoro-4-((R)-3-(methyl((R)-tetrahydrofuran-3-yl)amino)-3-(3-(trifluoromethyl)phenethyl)piperidin-1-yl)-N-(pyrimidin-4-yl)benzenesulfonamide